ClC1=CC(=NC2=CC(=CC=C12)C(=O)N)C1(CC1)F 4-chloro-2-(1-fluorocyclopropyl)quinoline-7-carboxamide